O1N=NC2=C1C=C(C=C2)N benzo[d][1,2,3]oxadiazol-6-amin